5-Chloropyrazolo[1,5-a]pyrimidin-7-amine ClC1=NC=2N(C(=C1)N)N=CC2